propane-1,3-diyl dibenzoate C(C1=CC=CC=C1)(=O)OCCCOC(C1=CC=CC=C1)=O